6-benzyl-2-((pyridin-3-ylmethyl)amino)-6,7-dihydro-5H-pyrrolo[3,4-d]pyrimidin-5-one C(C1=CC=CC=C1)N1CC=2N=C(N=CC2C1=O)NCC=1C=NC=CC1